NC(C(=O)O)CNC(=O)C1=CC2=NC=CC(=C2S1)CF 2-amino-3-(7-(fluoromethyl)thieno[3,2-b]pyridine-2-carboxamido)propanoic acid